FC(C(=O)O)(F)F.COC1=C(CN(CC(=O)O)C)C(=CC(=C1)C1=CN(C(C2=CN=CC=C12)=O)C)OC 2-((2,6-dimethoxy-4-(2-methyl-1-oxo-1,2-dihydro-2,7-naphthyridin-4-yl)benzyl)(methyl)amino)acetic acid trifluoroacetate salt